O=C1N(C=NN1CSC1=CC=C(OCC(=O)O)C=C1)C1=CC=C(C=C1)C(F)(F)F 2-(4-(((5-Oxo-4-(4-(trifluoromethyl)-phenyl)-4,5-dihydro-1H-1,2,4-triazol-1-yl)methyl)thio)phenoxy)acetic acid